FC(C(C(C(C(C(F)(F)F)(F)F)(F)F)(F)F)(F)F)(S(=O)(=O)[O-])F perfluoro-n-hexanesulfonate